2-(2-ethylbutyl)-2-(2-methylbutyl)-1,3-dimethoxypropane C(C)C(CC(COC)(COC)CC(CC)C)CC